2-((5-((4-cyano-3-(trifluoromethyl)phenyl)(5-(dimethylisoxazol-4-yl)-2-methylphenyl)amino)n-pentyl)oxy)acetic acid C(#N)C1=C(C=C(C=C1)N(CCCCCOCC(=O)O)C1=C(C=CC(=C1)C=1C(=NOC1C)C)C)C(F)(F)F